(E)-N'-(5-ethoxy-2-fluorobenzylidene)-6-(6-ethoxypyridin-3-yl)pyrazine-2-carbohydrazide C(C)OC=1C=CC(=C(\C=N\NC(=O)C2=NC(=CN=C2)C=2C=NC(=CC2)OCC)C1)F